N-[p-(4-morpholino-1-{[2-(trimethylsilyl)ethoxy]methyl}-1H-1,5,7-triazainden-2-yl)phenyl]-(R)-3-pyrrolidinecarboxamide O1CCN(CC1)C1=C2C=C(N(C2=NC=N1)COCC[Si](C)(C)C)C1=CC=C(C=C1)NC(=O)[C@H]1CNCC1